N1N=CC=2C1=NC=CC2COC2=CN=C(C=C2C=O)OC 5-((1H-pyrazolo[3,4-b]pyridin-4-yl)methoxy)-2-methoxyisonicotinaldehyde